OC1=CC=C(CN)C=C1 4-hydroxybenzylamine